[N+](=O)([O-])C1=CC=C(C=C1)SC1=CC=C(C=C1)Br (4-bromophenyl) (4-nitrophenyl) sulfide